4-((2-methoxy-3-(5-methylthiazol-2-yl)phenyl)amino)-2-methyl-6-((4-methylpyridin-2-yl)amino)-1,2-dihydro-3H-pyrazolo[3,4-b]pyridin-3-one COC1=C(C=CC=C1C=1SC(=CN1)C)NC1=C2C(=NC(=C1)NC1=NC=CC(=C1)C)NN(C2=O)C